CO[Si](CCCOC=1N=C(NC1)CC(C)O)(OC)OC 3-(trimethoxysilyl)-propoxy-2-hydroxypropyl-1,3-diazole